C1=NC(=C(N1[C@H]2[C@@H]([C@@H]([C@H](O2)COP(=O)([O-])[O-])O)O)N)C(=O)N The molecule is an organophosphate oxoanion resulting from the removal of both protons from the phosphate group of 5-amino-1-(5-phospho-D-ribosyl)imidazole-4-carboxamide. It is the major species at pH 7.3. It has a role as a human metabolite and a Saccharomyces cerevisiae metabolite. It is a conjugate base of an AICA ribonucleotide.